(2S,4r)-1-[(2S)-3,3-dimethyl-2-[4-[(1-methylpyrazol-4-yl)oxymethyl]triazol-1-yl]butyryl]-4-hydroxy-N-methyl-pyrrolidine-2-carboxamide CC([C@@H](C(=O)N1[C@@H](C[C@H](C1)O)C(=O)NC)N1N=NC(=C1)COC=1C=NN(C1)C)(C)C